butyl-diepoxybutane C(CCC)C1OC1C1OC1